C(C1=CC=CC=C1)(=O)C=1C=C(C(=O)OCCOC(C2=CC(=CC=C2)C(C2=CC=CC=C2)=O)=O)C=CC1 ethane-1,2-diyl bis(3-benzoylbenzoate)